2-(4-{[(3R)-1-methylpiperidin-3-yl]amino}-6,7-dihydro-5H-cyclopenta[d]pyridazin-1-yl)-5-(trifluoromethyl)phenol formate C(=O)OC1=C(C=CC(=C1)C(F)(F)F)C1=NN=C(C2=C1CCC2)N[C@H]2CN(CCC2)C